C(=O)O.N1CC(C1)C(=O)N=[S@@](=O)(C)C=1C=C(C=CC1)NC(C1=C(N=C(C(=C1C)C#N)C(F)(F)F)N1CCC(CCC1)(F)F)=O (R)-N-(3-(N-(azetidine-3-carbonyl)-S-methylsulfonimidoyl)phenyl)-5-cyano-2-(4,4-difluoroazepan-1-yl)-4-methyl-6-(trifluoromethyl)nicotinamide formate